CON=CC1=CC(=C(C=C1)OCC\C=C/CC)OCC 3-ethoxy-4-(((Z)-hex-3-en-1-yl)oxy)benzaldehyde O-methyloxime